ethylenediaminetetrapropione C(CN(CCC(CC)=O)CCC(CC)=O)N(CCC(CC)=O)CCC(CC)=O